ClC1=C(C(=O)N2COC3=C(C2)C=CC=C3C3=CC(=C(C(=O)O)C=C3F)N3C2COCC3CC2)C(=CC(=C1)N1CC(C1)(OC)OC)Cl 4-[3-[2,6-Dichloro-4-(3,3-dimethoxyazetidin-1-yl)benzoyl]-2,4-dihydro-1,3-benzoxazin-8-yl]-5-fluoro-2-(3-oxa-8-aza-bicyclo[3.2.1]oct-8-yl)benzoic acid